N-(4-(4-chlorophenoxy)-3-fluorobenzyl)propane-1,3-diamine ClC1=CC=C(OC2=C(C=C(CNCCCN)C=C2)F)C=C1